C(C)(C)NCC(COC1=NC=CC2=C1C=C(S2)C)O (isopropylamino)-3-((2-methylthieno[3,2-c]pyridin-4-yl)oxy)propan-2-ol